3,3'-disulfanediyl-BIS(2-Acetamidopropanamide) S(SCC(C(=O)N)NC(C)=O)CC(C(=O)N)NC(C)=O